C(N)(=N)C=1N=C(SC1)CNC(=O)[C@H]1N([C@H]2C[C@]2(C1)C)C(CNC(C1=CC=C(C=C1)OC1=CC=CC=C1)=O)=O (1S,3S,5S)-N-((4-carbamimidoylthiazol-2-yl)methyl)-5-methyl-2-((4-phenoxy-benzoyl)glycyl)-2-azabicyclo[3.1.0]hexane-3-carboxamide